1,2,3,4-tetrahydroxy-hexene OC=C(C(C(CC)O)O)O